7-(4-methoxyphenyl)-N-((tetrahydro-2H-pyran-2-yl)oxy)chromane-2-carboxamide COC1=CC=C(C=C1)C1=CC=C2CCC(OC2=C1)C(=O)NOC1OCCCC1